7-((2S,3R,4R,5R)-4-(benzyloxy)-5-((benzyloxy)methyl)-3-fluorotetrahydrofuran-2-yl)-2,4-dichloroquinazoline C(C1=CC=CC=C1)O[C@H]1[C@@H]([C@@H](O[C@@H]1COCC1=CC=CC=C1)C1=CC=C2C(=NC(=NC2=C1)Cl)Cl)F